C1(=C(C=CC=C1)OC(C(C)OC1=C(C=CC=C1)C)N(C)C)C 1,2-ditolyloxy-N,N-dimethylaminopropane